17-((2S,3R)-4-cyclopentyl-3-hydroxybutan-2-yl)-3-ethyl-10,13-dimethylhexadecahydro-1H-cyclopenta[a]phenanthren-3-ol C1(CCCC1)C[C@H]([C@@H](C)C1CCC2C3CCC4CC(CCC4(C3CCC12C)C)(O)CC)O